ClC=1C=CC(=C(C1)C1=CC(=C(N=N1)C1SCCC1)NC1=CC(=NC=N1)NC(=O)C1CC(C1)N1C[C@@H](N[C@@H](C1)C)C)F Racemic-(1s,3s)-N-(6-((6-(5-chloro-2-fluorophenyl)-3-(tetrahydrothiophen-2-yl)pyridazin-4-yl)amino)pyrimidin-4-yl)-3-((3S,5R)-3,5-dimethylpiperazin-1-yl)cyclobutane-1-carboxamide